C1(CC1)C=1NC(N(C(C1)=O)C1=CC(=C(C#N)C=C1OC)OC1=C(C=CC=C1)C)=O 4-(4-Cyclopropyl-2,6-dioxo-3,6-dihydropyrimidin-1(2H)-yl)-5-methoxy-2-(2-methylphenoxy)benzonitrile